6-bromo-N-(tert-butyl)-3-cyclopropylpyridin-2-amine BrC1=CC=C(C(=N1)NC(C)(C)C)C1CC1